2-[(3R)-1-[(2R)-2-[[4-[2-(trifluoromethoxy)phenyl]-7-quinolyl]oxy]propanoyl]-3-piperidyl]acetic acid FC(OC1=C(C=CC=C1)C1=CC=NC2=CC(=CC=C12)O[C@@H](C(=O)N1C[C@H](CCC1)CC(=O)O)C)(F)F